C(C1=CC=CC=C1)OC1=CC=2N(C=C1)N=CC2[C@@H]2CC[C@H](CC2)CN(C)C 1-(trans-4-(5-(benzyloxy)pyrazolo[1,5-a]pyridin-3-yl)cyclohexyl)-N,N-dimethylmethaneamine